FC(COC=1C=C(C=CC1F)NC1=C2C=C(NC2=CC(=C1)NC(C)=O)C(=O)OCC)(F)F Ethyl 4-((3-(2,2,2-trifluoroethoxy)-4-fluorophenyl) amino)-6-acetylamino-1H-indole-2-carboxylate